C(=O)O.C(CCC)NC(=S)NC1=CC2=NC3=C(C=CC=C3C2=CC=C1)NC(C)C N-butyl-N'-(4-(isopropyl)aminocyclohepta[7,6-b]indol-7-yl)thiourea formate